tert-butyl (5-(2-amino-7-(pyridin-3-yl)-1H-benzo[d]imidazol-1-yl)hexyl)carbamate NC1=NC2=C(N1C(CCCCNC(OC(C)(C)C)=O)C)C(=CC=C2)C=2C=NC=CC2